2-methoxy-3-(2-methyl-2H-tetrazol-5-yl)benzene COC1=CC=CC=C1C=1N=NN(N1)C